[C@H]12OC[C@](CC1)(C2)C=2N=C1N(C=C(C(=C1)OC(C)C)C(=O)NC1=NN(C=C1)C)C2 2-((1S,4R)-2-oxabicyclo[2.2.1]heptan-4-yl)-7-isopropoxy-N-(1-methyl-1H-pyrazol-3-yl)imidazo[1,2-a]pyridine-6-carboxamide